6-Chloro-1-methyl-2-pyridin-2-yl-1,2-dihydro-3H-pyrazolo[3,4-d]pyrimidin-3-one ClC1=NC=C2C(=N1)N(N(C2=O)C2=NC=CC=C2)C